COC1=CC=C(C=C1)C1=NN(C(C2=CC=CC=C12)=O)C 4-(4-Methoxyphenyl)-2-methyl-1(2H)-phthalazinone